CC1=CN=NC=C1[Sn](CCCC)(CCCC)CCCC 4-Methyl-5-(tributylstannyl)pyridazine